5-(tert-butoxymethyl-oxycarbonyl)-bicyclo[2.2.1]Hept-2-ene C(C)(C)(C)OCOC(=O)C1C2C=CC(C1)C2